(R)-3-(4-amino-3-(7-(4-tert-butylbenzoylamino)benzo[d][1,3]dioxol-4-yl)-1H-pyrazolo[3,4-d]pyrimidin-1-yl)piperidine-1-carboxylic acid tert-butyl ester C(C)(C)(C)OC(=O)N1C[C@@H](CCC1)N1N=C(C=2C1=NC=NC2N)C2=CC=C(C=1OCOC12)NC(C1=CC=C(C=C1)C(C)(C)C)=O